salicylic Acid choline OCC[N+](C)(C)C.C(C=1C(O)=CC=CC1)(=O)O